4-[5-(2,8-dimethylimidazo[1,2-b]pyridazin-6-yl)-7-fluoro-indazol-2-yl]piperidine-1-carboxylic acid tert-butyl ester C(C)(C)(C)OC(=O)N1CCC(CC1)N1N=C2C(=CC(=CC2=C1)C=1C=C(C=2N(N1)C=C(N2)C)C)F